FC1=C(C(=CC2=CC=C(C=C12)OCC1OCCC1)O)N1CC(NS1(=O)=O)=O 5-{1-fluoro-3-hydroxy-7-[(oxolan-2-yl)methoxy]naphthalen-2-yl}-1λ6,2,5-thiadiazolidine-1,1,3-trione